2-Ethyl-6-(5-(7-ethyl-7H-imidazo[4,5-c]pyridazin-4-yl)-2-fluorophenyl)-7-methoxyisoquinolin-1(2H)-one C(C)N1C(C2=CC(=C(C=C2C=C1)C1=C(C=CC(=C1)C=1C2=C(N=NC1)N(C=N2)CC)F)OC)=O